C(=O)(OC(C)(C)C)N1CCC(CC1)OC(C)=O 1-Boc-4-Acetoxypiperidine